N-(4-(1H-1,2,3-triazol-5-yl)phenyl)-2-(piperazin-1-yl)pyrimidin-4-amine N1N=NC=C1C1=CC=C(C=C1)NC1=NC(=NC=C1)N1CCNCC1